2-methyl-imidazo[1,2-a]pyridine-8-carboxylic acid methyl ester COC(=O)C=1C=2N(C=CC1)C=C(N2)C